C(C)(C)(C)OC(NCC(=C)C=1C=CC=C2C(=CC=NC12)C(NC)=O)=O (2-(4-(methylcarbamoyl)quinolin-8-yl)allyl)carbamic acid tert-butyl ester